4-(2-((4-iodo-2-methylphenyl)amino)-2-oxo-ethoxy)-3-methylbenzoic acid IC1=CC(=C(C=C1)NC(COC1=C(C=C(C(=O)O)C=C1)C)=O)C